O1C=NC=C1C=1C=C(C(=CC1)N)N 4-(oxazol-5-yl)benzene-1,2-diamine